FC(CCCCC(=O)NC1=C(C=C(C=C1)NCC1=CC=C(C=C1)C(F)(F)F)N1CCCC1)CF 6,7-difluoro-N-(2-(pyrrolidin-1-yl)-4-((4-(trifluoromethyl)benzyl)amino)phenyl)heptanamide